6-chloro-N-methyl-N-((4-(methylsulfonyl)morpholin-2-yl)methyl)-2-(trifluoromethyl)pyrimidin-4-amine ClC1=CC(=NC(=N1)C(F)(F)F)N(CC1CN(CCO1)S(=O)(=O)C)C